4-(4-fluorophenyl)N-(1H-indazol-5-yl)-6-methyl-2-oxo-1,2,3,4-tetrahydropyrimidine-5-carboxamide FC1=CC=C(C=C1)C1NC(NC(=C1C(=O)NC=1C=C2C=NNC2=CC1)C)=O